C1(CC1)N1C(O[C@H](C1)CN1N=CC2=NC=C(C=C21)C2=CC(=C(C=C2)F)C(F)F)=O |r| (RS)-3-Cyclopropyl-5-[[6-[3-(difluoromethyl)-4-fluoro-phenyl]pyrazolo[4,3-b]pyridin-1-yl]methyl]oxazolidin-2-one